(2S)-2-[[(2S)-2-amino-4-[5-[bis(2-chloroethyl)amino]-1-methyl-benzimidazol-2-yl]butanoyl]amino]-3-methyl-butanoic acid N[C@H](C(=O)N[C@H](C(=O)O)C(C)C)CCC1=NC2=C(N1C)C=CC(=C2)N(CCCl)CCCl